B(OOC)(OOC)[O-] dimethoxy borate